C[N+](CCCNC(C1=CC=C(C=C1)CCCCCCCC)=O)(C)CCCS(=O)(=O)[O-] 3-{N,N-dimethyl-N-[3-(4-octylbenzoylamino) propyl]ammonio}propanesulfonate